ClC=1C=CC2=C(C(CO2)=O)C1 5-chlorobenzofuran-3(2H)-one